1-ethyl-3-((S)-1,1,1,5,5,5-hexafluoropentan-2-yl)-1-((R)-1-(5-(8-methoxyimidazo[1,2-a]pyrazin-6-yl)-6-methylpyridin-3-yl)ethyl)urea C(C)N(C(=O)N[C@H](C(F)(F)F)CCC(F)(F)F)[C@H](C)C=1C=NC(=C(C1)C=1N=C(C=2N(C1)C=CN2)OC)C